(R)-tert-butyl 3-((S)-3-(8-bromo-2,3-dihydrobenzo[b][1,4]dioxin-6-yl)-1-(tert-butoxy)-1-oxopropan-2-yl)pyrrolidine-1-carboxylate BrC1=CC(=CC2=C1OCCO2)C[C@H](C(=O)OC(C)(C)C)[C@@H]2CN(CC2)C(=O)OC(C)(C)C